COC=1C=CC(=NC1)COC=1C=CC2=C(C=C(O2)C2=C(C=NC=C2)C#N)C1 4-{5-[(5-methoxypyridin-2-yl)methoxy]-1-benzofuran-2-yl}pyridine-3-carbonitrile